4-((1-(tert-Butoxycarbonyl)pyrrolidin-3-yl)methyl)piperazine-1-carboxylic acid benzyl ester C(C1=CC=CC=C1)OC(=O)N1CCN(CC1)CC1CN(CC1)C(=O)OC(C)(C)C